OC(C)(C)C=1N=C2N(C=C(C=C2C(F)(F)F)O)C1 2-(2-hydroxypropan-2-yl)-8-(trifluoromethyl)imidazo[1,2-a]pyridin-6-ol